6-(2,2-difluoroethoxy)-4-ethynyl-2-(2-methyl-2H-indazol-5-yl)pyrido[3,2-c]pyridazin-3(2H)-one FC(COC=1C=CC2=NN(C(C(=C2N1)C#C)=O)C1=CC2=CN(N=C2C=C1)C)F